(R)-4-(3-(4-aminopyrido[3,2-d]pyrimidin-6-yl)phenyl)-2-(5-methyl-1,3,4-oxadiazol-2-yl)but-3-yn-2-ol NC=1C2=C(N=CN1)C=CC(=N2)C=2C=C(C=CC2)C#C[C@@](C)(O)C=2OC(=NN2)C